N[C@@H]1[C@@H](CN(CC1)C1=C(C=NC2=CC=C(C=C12)C=1C(=C(C#N)C=CC1)O)C1=CC(=CC(=C1)F)F)OCCO 3-{4-[cis-4-amino-3-(2-hydroxyethoxy)piperidin-1-yl]-3-(3,5-difluorophenyl)quinolin-6-yl}-2-hydroxybenzonitrile